Cl.N1CC[C@@H]2[C@H]1CN(CC2)C(=O)C2=CC1=C(N(C(=N1)C1=CC=3C(=NC=CC3)N1CC)C)C(=C2)OC 5-[(3aS,7aS)-octahydro-1H-pyrrolo[2,3-c]pyridine-6-carbonyl]-2-{1-ethyl-1H-pyrrolo[2,3-b]pyridin-2-yl}-7-methoxy-1-methyl-1H-1,3-benzodiazole hydrochloride